ON(C=1C=2N=CN([C@]3([C@H](O)[C@H](O)[C@@H](CO)O3)C(N)=O)C2N=CN1)C([C@@H](N)C(C)C)=O N6-hydroxy-N-valyl-carbamoyladenosine